C(C1CO1)(=O)[O-].[Na+] sodium glycidate